FC(C(C(=O)NCC=1SC(=CC1)C(CSC1=C2C(=NC=N1)N(N=C2)C)=O)O)(F)F 3,3,3-trifluoro-2-hydroxy-N-((5-(2-((1-methyl-1H-pyrazolo[3,4-d]pyrimidin-4-yl)thio)acetyl)thiophen-2-yl)methyl)propanamide